FC1=C(C=CC(=C1)OC1=CC(=CC=C1)N1C[C@H](CC1)F)NC1=NC=NC2=CC(=C(C=C12)NC1CCN(CC1)C(C=C)=O)OC (S)-1-(4-((4-((2-fluoro-4-(3-(3-fluoropyrrolidin-1-yl)phenoxy)phenyl)amino)-7-methoxyquinazolin-6-yl)amino)piperidin-1-yl)prop-2-en-1-one